1-(6-chloro-3-pyridylmethyl)-N-nitroimidazolidine-2-imine ClC1=CC=C(C=N1)CN1C(NCC1)=N[N+](=O)[O-]